BrC=1C(=NN(C1)C)C(C(=O)OC)(C)C methyl 2-(4-bromo-1-methyl-1H-pyrazol-3-yl)-2-methylpropanoate